1-(9,9-dibutyl-9H-fluorene-2-yl)-2-methyl-2-morpholin-4-yl-propane-1-one C(CCC)C1(C2=CC=CC=C2C=2C=CC(=CC12)C(C(C)(N1CCOCC1)C)=O)CCCC